6-maleimidocaproic acid C1(C=CC(N1CCCCCC(=O)O)=O)=O